Methyl (S)-2-(4-(6-(benzyloxy)pyridin-2-yl)-2,5-difluorobenzyl)-1-(oxetan-2-ylmethyl)-1H-benzo[d]imidazole-6-carboxylate C(C1=CC=CC=C1)OC1=CC=CC(=N1)C1=CC(=C(CC2=NC3=C(N2C[C@H]2OCC2)C=C(C=C3)C(=O)OC)C=C1F)F